N4-(2-(2-fluorophenyl)pyridin-4-yl)-7-(3-(4-(2-((tetrahydro-2H-pyran-2-yl)oxy)ethyl)piperazin-1-yl)propoxy)quinazoline-4,6-diamine FC1=C(C=CC=C1)C1=NC=CC(=C1)NC1=NC=NC2=CC(=C(C=C12)N)OCCCN1CCN(CC1)CCOC1OCCCC1